OC1=CC2=C(SC(=C2C)C(CC(C(=O)OCC)C)=O)C=C1OC ethyl 4-(5-hydroxy-6-methoxy-3-methylbenzo[b]thiophene-2-yl)-2-methyl-4-oxobutanoate